COC(=O)C1=NC(=NC=C1)N1CCC(CC1)C(=O)OC(C)(C)C.COC(=O)C1=NC(=NC=C1)N1CCC(CC1)C(=O)O 1-(4-Methoxycarbonylpyrimidin-2-yl)piperidine-4-carboxylic acid Methyl-2-(4-tert-butoxycarbonyl-1-piperidyl)pyrimidine-4-carboxylate